1,1,1,3,3,3-hexaethyldisiloxane C(C)[Si](O[Si](CC)(CC)CC)(CC)CC